FC(OC1=CC=C(C=C1)/C(/C)=N/O)(F)F (E)-1-(4-(trifluoromethoxy)phenyl)ethanone oxime